COC1=C(C(=CC=C1)OC)C1=CC(=NN1C1=C(C=C(C=C1)NCCCCCN(C)C)C(C)C)C(=O)NC1(C2CC3CC(CC1C3)C2)C(=O)O 2-(5-(2,6-dimethoxyphenyl)-1-(4-((5-(dimethylamino)pentyl)amino)-2-isopropylphenyl)-1H-pyrazole-3-carboxamido)adamantane-2-carboxylic acid